CN(CCN1N=C2C=C(C(=CC2=C1)[N+](=O)[O-])N1CCOCC1)C N,N-dimethyl-2-(6-morpholino-5-nitro-2H-indazol-2-yl)ethan-1-amine